O=C1NC(CCC1N1C(C2=CC=C(C=C2C1=O)N1CC(C1)N1CCC(CC1)C=O)=O)=O 1-(1-(2-(2,6-dioxopiperidin-3-yl)-1,3-dioxoisoindolin-5-yl)azetidin-3-yl)Piperidine-4-carbaldehyde